trans-4-[(4-chloro-2-fluorobenzyl)oxy]-N-{2-fluoro-3-[6-oxo-4-(trifluoromethyl)-1,6-dihydropyrimidine-2-yl]-4-(trifluoromethyl)benzyl}cyclohexane-1-carboxamide ClC1=CC(=C(CO[C@@H]2CC[C@H](CC2)C(=O)NCC2=C(C(=C(C=C2)C(F)(F)F)C=2NC(C=C(N2)C(F)(F)F)=O)F)C=C1)F